4-(4-(2-amino-7H-pyrrolo[2,3-d]pyrimidin-7-yl)pyridin-2-yl)-2-(thiazol-2-yl)but-3-yn-2-ol NC=1N=CC2=C(N1)N(C=C2)C2=CC(=NC=C2)C#CC(C)(O)C=2SC=CN2